2-[3,4-Bis(benzyloxy)-2-methoxymethoxyphenoxy]ethanol C(C1=CC=CC=C1)OC=1C(=C(OCCO)C=CC1OCC1=CC=CC=C1)OCOC